5-(4-fluorophenyl)-5-phenyl-2-isoxazoline-3-carboxylic acid FC1=CC=C(C=C1)C1(CC(=NO1)C(=O)O)C1=CC=CC=C1